N-(1-((4-amino-2,2-dioxo-1H-benzo[c][1,2,6]-thiadiazin-5-yl)oxy)-2-methyl-propan-2-yl)-isonicotinamide NC=1C2=C(NS(N1)(=O)=O)C=CC=C2OCC(C)(C)NC(C2=CC=NC=C2)=O